(3-exo)-8-methyl-8-azabicyclo[3.2.1]octan-3-amine CN1[C@@H]2CC[C@H]1CC(C2)N